S-(7-(benzo[d]oxazol-2-ylamino)-7-oxoheptyl) 2-methylpropane-thioate CC(C(SCCCCCCC(=O)NC=1OC2=C(N1)C=CC=C2)=O)C